FC(C=1C=C(C=CC1)C=1SC(=CN1)C(=O)O)(F)F 2-[3-(trifluoromethyl)phenyl]thiazole-5-carboxylic acid